N1C=NC2=C1N=CC=N2 Imidazopyrazine